(carboxymethyl)-N,N-dimethyl-2-[(2-methyl-1-oxo-2-propen-1-yl)oxy]-ethylammonium C(=O)(O)C[N+](C)(C)CCOC(C(=C)C)=O